C(=O)(C=C)N1CCN(CC1)C1=C(C(N(C2=NC(=C(C=C12)Cl)C1=C(C=CC=C1F)N)C=1C(=NC=NC1C(C)C)C(C)C)=O)C#N (4-Acrylpiperazin-1-yl)-7-(2-amino-6-fluorophenyl)-6-chloro-1-(4,6-diisopropylpyrimidin-5-yl)-2-oxo-1,2-dihydro-1,8-naphthyridine-3-carbonitrile